3,6-dihydroxyhexanoyl-CoA OC(CC(=O)SCCNC(CCNC([C@@H](C(COP(OP(OC[C@@H]1[C@H]([C@H]([C@@H](O1)N1C=NC=2C(N)=NC=NC12)O)OP(=O)(O)O)(=O)O)(=O)O)(C)C)O)=O)=O)CCCO